C(C)(=O)NCCC[C@@H](C(C)C)N1CC2(C1)CN(CC2)C=2N=CN=NC2OC2=C(C(=O)N(C(C)C)CC)C=C(C=C2)F (S)-2-((5-(2-(6-acetamido-2-methylhex-3-yl)-2,6-diazaspiro[3.4]oct-6-yl)-1,2,4-triazin-6-yl)oxy)-N-ethyl-5-fluoro-N-isopropylbenzamide